N,N-bis(2-ethoxyethyl)-N,N-dimethyl-ammonium iodide [I-].C(C)OCC[N+](C)(C)CCOCC